Quinolin-8-olate N1=CC=CC2=CC=CC(=C12)[O-]